(2R,3S,5R)-2-ethynyl-5-(2-fluoro-6-heptanamido-9H-purin-9-yl)-2-(hydroxymethyl)tetrahydrofuran-3-yl tetradecanoate C(CCCCCCCCCCCCC)(=O)O[C@@H]1[C@](O[C@H](C1)N1C2=NC(=NC(=C2N=C1)NC(CCCCCC)=O)F)(CO)C#C